3-chloro-2-iodo-5-methyl-phenol ClC=1C(=C(C=C(C1)C)O)I